ClC=1C=C(C=NC1N1N=CC=N1)NC(=O)C=1C=NN(C1C(F)(F)F)C1=CN=C(C2=CC=CC=C12)[C@@H]1OCCC1 (R)-N-(5-chloro-6-(2H-1,2,3-triazol-2-yl)pyridin-3-yl)-1-(1-(tetrahydrofuran-2-yl)isoquinolin-4-yl)-5-(trifluoromethyl)-1H-pyrazole-4-carboxamide